3-chloro-7-((isobutylamino)methyl)-1H-pyrrolo[3,2-b]pyridine-5-carbonitrile ClC1=CNC=2C1=NC(=CC2CNCC(C)C)C#N